C(C)SC=1OC2=C(C=C(C=C2C(C1)=O)C(F)(F)F)[C@@H](C)NS(=O)C(C)(C)C N-[(1R)-1-[2-Ethylsulfanyl-4-oxo-6-(trifluoromethyl)chromen-8-yl]ethyl]-2-methyl-propane-2-sulfinamide